NC1=NC=2C=NC(=CC2C2=C1COC2)C(=O)N([C@@H](CF)C)CC2=NC=C(C=C2)C#N (R)-4-amino-N-((5-cyanopyridin-2-yl)methyl)-N-(1-fluoroprop-2-yl)-1,3-dihydrofuro[3,4-c][1,7]Naphthyridine-8-carboxamide